5-((3S)-4-((3-ethyl-2-oxo-1,5,7,8-tetrahydro-2H-pyrano[4,3-b]pyridin-7-yl)methyl)-3-methylpiperazin-1-yl)-6-fluoro-N-methylpicolinamide C(C)C1=CC2=C(NC1=O)CC(OC2)CN2[C@H](CN(CC2)C=2C=CC(=NC2F)C(=O)NC)C